di(2-phenoxyethyl) peroxy dicarbonate C(OCCOC1=CC=CC=C1)(OOOOC(OCCOC1=CC=CC=C1)=O)=O